CC1=CC(=NC=C1)[C@@H](C)N (R)-1-(4-methyl-2-pyridyl)ethylamine